ClC1=C(C=C2C(=CN(C2=C1)C1=CC=C(N=N1)CO)C=1C=NNC1)OC (6-(6-chloro-5-methoxy-3-(1H-pyrazol-4-yl)-1H-indol-1-yl)pyridazin-3-yl)methanol